C(C)OC1=NC2=C(N1CCCNC(C)=O)C=C(C=C2)OC N-(3-(2-ethoxy-6-methoxy-1H-benzimidazol-1-yl)propyl)acetamide